(2-bromo-5,6-dimethoxypyridin-3-yl)acetonitrile BrC1=NC(=C(C=C1CC#N)OC)OC